BrC=1C(=C(N)C(=CC1)N1CCCCC1)F 3-bromo-2-fluoro-6-(piperidin-1-yl)aniline